(E,6S)-N'-[1-(1H-benzimidazol-2-ylmethyl)-2-oxo-3-pyridyl]-6-(3-hydroxypropanoylamino)-N,N-dimethyl-hept-2-enediamide N1C(=NC2=C1C=CC=C2)CN2C(C(=CC=C2)NC([C@H](CC/C=C/C(=O)N(C)C)NC(CCO)=O)=O)=O